CC(=CCC/C(=C/CC/C(=C/CC/C(=C/CC/C(=C/CC/C(=C/CC/C(=C/CC/C(=C/CC/C(=C/CC/C(=C/CC1=C(C(=CC(=C1)O)OC)O)/C)/C)/C)/C)/C)/C)/C)/C)/C)C The molecule is a polyprenylhydroquinone in which the polyprenyl substituent is decaprenyl at C-2; a methoxy group is also present at C-6. It is a polyprenylhydroquinone and a member of hydroquinones.